2,3-dihydro-5,6-dimethoxy-2-[[1-(phenylmethyl)-4-piperidinyl]methyl]-1H-inden-1-one COC=1C=C2CC(C(C2=CC1OC)=O)CC1CCN(CC1)CC1=CC=CC=C1